Cl.FC(C1=CC(=NC2=CC=CC=C12)OCCN)(F)F 2-((4-(trifluoromethyl)quinolin-2-yl)oxy)ethylamine hydrochloride